ClC1=C(C=CC(=C1)C(F)(F)F)C=1OC2=C(C(C1)=O)C(=CC(=C2[C@H]2[C@@](N(CC2)C)(O)C)O)O (+)-trans-2-(2-chloro-4-trifluoromethylphenyl)-5,7-dihydroxy-8-(2-hydroxy-methyl-1-methylpyrrolidin-3-yl)-benzopyran-4-one